4,4'-methylene-bis-(2,6-diethylaniline) C(C1=CC(=C(N)C(=C1)CC)CC)C1=CC(=C(N)C(=C1)CC)CC